GLYCERO-MANNO-HEPTOSE O=C[C@@H](O)[C@@H](O)[C@H](O)[C@H](O)[C@H](O)CO